triethyl-oxonium C(C)[O+](CC)CC